COC(C)C1=CC(=NN1C1=CC=C(C=C1)OC(F)(F)F)N1CCNCC1 1-[5-(1-methoxyethyl)-1-[4-(trifluoromethoxy)phenyl]pyrazol-3-yl]piperazine